5-hydroxy-3-methyl-5',6'-dihydro-[2,3'-bipyridine] OC=1C=C(C(=NC1)C=1C=NCCC1)C